O[C@H]1C[C@@H]2CC[C@H]3[C@@H]4CC[C@H](C(C)=O)[C@]4(CC[C@@H]3[C@]2(CC1)C)C (3α,5α)-3-hydroxypregnan-20-one